C(C=C)(=O)OCCC1=C(C=CC=C1)OP(O)(O)=O acryloyloxyethylphenyl-phosphoric acid